[C@H]12CN(C[C@H](CC1)N2)C=2C1=C(N=C(N2)OC[C@]23CCCN3[C@H]3[C@@H](C2)COC3)C(=C(N=C1)C1=CC(=CC3=CC=CC(=C13)C#C)O)F 4-(4-((1R,5S)-3,8-diazabicyclo[3.2.1]octan-3-yl)-8-fluoro-2-(((3aS,7aS,8aR)-hexahydro-1H-furo[3,4-b]pyrrolizin-7a(5H)-yl)methoxy)pyrido[4,3-d]pyrimidin-7-yl)-5-ethynylnaphthalen-2-ol